C(#N)[C@H](C[C@H]1C(NCC1)=O)NC(=O)[C@H]1N(C[C@H]2[C@@H]1CCC2)C(=O)C=2NC1=CC=CC(=C1C2)OC(F)F (1S,3aR,6aS)-N-((S)-1-cyano-2-((S)-2-oxopyrrolidin-3-yl)ethyl)-2-(4-(difluoromethoxy)-1H-indole-2-carbonyl)octahydrocyclopenta[c]pyrrole-1-carboxamide